[6-(3-cyclopropyl-1H-1,2,4-triazol-5-yl)-2-azaspiro[3.3]heptan-2-yl]-[6-[[1-(2,2,2-trifluoroethyl)triazol-4-yl]methyl]-2-azaspiro[3.3]heptan-2-yl]methanone C1(CC1)C1=NNC(=N1)C1CC2(CN(C2)C(=O)N2CC3(C2)CC(C3)CC=3N=NN(C3)CC(F)(F)F)C1